2-{[4-(3-methyl-1H-indazol-5-yl)-6-(methylamino)-1-oxo-2,3-dihydro-1H-isoindol-2-yl]methyl}prop-2-enamide CC1=NNC2=CC=C(C=C12)C1=C2CN(C(C2=CC(=C1)NC)=O)CC(C(=O)N)=C